COC(=O)C1=CC=C(C=C1)C1=CC=C(C=C1)C(NC1=CC=C(C=C1)C1=CC=C(C=C1)C(NC1=CC=CC2=CC=CC(=C12)S(=O)(=O)NC(C)=O)=O)=O 4'-[(4'-{[8-(acetylaminosulfonyl)naphthalen-1-yl]carbamoyl}-[1,1'-biphenyl]-4-yl)carbamoyl]-[1,1'-biphenyl]-4-carboxylic acid methyl ester